CN(CCC[Si](C1=CC=C(C=C1)C(=C)C1=CC=CC=C1)(C)C)C 1-[4-[(3-dimethylaminopropyl)dimethylsilyl]phenyl]-1-phenylethylene